N1(CCCCC1)N1CCCCC1 Piperidinyl-piperidine